C(C)(C)(C)OC(CCCC(=O)O)=O 5-t-butoxy-5-oxopentanoic acid